FC1=CC=C(OCC2=CC=C(C(=C2C(=O)OC(C)(C)C)OCOC)CCB2OC(C(O2)(C)C)(C)C)C=C1 tert-butyl 6-((4-fluorophenoxy)methyl)-2-(methoxymethoxy)-3-(2-(4,4,5,5-tetramethyl-1,3,2-dioxaborolan-2-yl)ethyl)benzoate